COC1=C(C(=CC=C1)OC)C1=C(C(=CC=C1)C1=C(C=CC=C1OC)OC)C1(C(C(=CC(=C1)C(C)C)C(C)C)PC1=C(C=CC=C1)S(=O)(=O)[O-])C(C)C {2-[2,6-bis(2,6-dimethoxyphenyl) phenyl]-(2,4,6-Triisopropylphenyl)-phosphino}-benzenesulfonate